13,14-dimethylhexadecane CC(CCCCCCCCCCCC)C(CC)C